(R)-1-((4-(N,N-diethylsulfamoyl)phenyl)sulfonyl)-N-((R)-tetrahydrofuran-3-yl)piperidine-3-carboxamide C(C)N(S(=O)(=O)C1=CC=C(C=C1)S(=O)(=O)N1C[C@@H](CCC1)C(=O)N[C@H]1COCC1)CC